C1(=CC(=CC=C1)CN(C=O)C1=C(C=CC=C1)C#CC=1C=CC=NC1)C1=CC=CC=C1 5-(2-{2-[N-({[1,1'-Biphenyl]-3-yl}methyl)formamido]phenyl}ethynyl)pyridin